phenyl-4,5-dihydroisoxazole C1(=CC=CC=C1)C1=NOCC1